(1s,4s)-4-(((6-(3-chloro-4-(2-chloro-3-(5-((isopropylamino)methyl)-6-methoxypyridin-2-yl)phenyl)pyridin-2-yl)-8-methoxy-[1,2,4]triazolo[1,5-a]pyridin-2-yl)methyl)amino)cyclohexan ClC=1C(=NC=CC1C1=C(C(=CC=C1)C1=NC(=C(C=C1)CNC(C)C)OC)Cl)C=1C=C(C=2N(C1)N=C(N2)CNC2CCCCC2)OC